benzyl 1,4-diazepane-1-carboxylate N1(CCNCCC1)C(=O)OCC1=CC=CC=C1